C(C)(C)N1CCC(CC1)C(=O)NCC=1C=CC=2NC3=CC(=CC=C3OC2C1)C(F)(F)F 1-Isopropyl-N-((8-(trifluoromethyl)-10H-phenoxazin-3-yl)methyl)piperidine-4-carboxamide